CN(S(=O)(=O)C)C1=NC=CN=C1CNC1=NC(=NC=C1C(F)(F)F)NC1=CC=C(C=C1)CNC1=CC(=CC=C1)C1CNCCC1 N-Methyl-N-(3-(((2-((4-(((3-(piperidin-3-yl)phenyl)amino)methyl)phenyl)amino)-5-(trifluoromethyl)pyrimidin-4-yl)amino)methyl)pyrazin-2-yl)methanesulfonamide